(2-methyloxiran-2-yl)methyl 4-methylbenzenesulfonate CC1=CC=C(C=C1)S(=O)(=O)OCC1(OC1)C